C(CC)OS(O)(=O)=O.BrC1=CC(=NC=C1)C1(CC(CC1)N1CCN(CC1)C)C(=O)N (4-bromopyridin-2-yl)-3-(4-methylpiperazin-1-yl)cyclopentane-1-carboxamide propyl-bisulfate